C1(CCC(N1OC(=O)N1C(C=CC=C1)SSC(C1=CC=CC=C1)C)=O)=O (N-succinimidyl-oxycarbonyl-α-methyl-α-(2-pyridyldithio)toluene)